ethoxy(2-ethylhexyloxy)magnesium C(C)O[Mg]OCC(CCCC)CC